5-(4-chloro-1-isopropyl-1H-pyrazol-5-yl)-2-methyl-N-(4-(1-methyl-4-(trifluoromethyl)-1H-imidazol-2-yl)benzyl)-2H-pyrazolo[4,3-d]pyrimidin-7-amine ClC=1C=NN(C1C=1N=C(C=2C(N1)=CN(N2)C)NCC2=CC=C(C=C2)C=2N(C=C(N2)C(F)(F)F)C)C(C)C